C1=CC=C(C(=C1)N)Cl o-chloroaniline